FC1=CC=C(C=C1)S(=O)(=O)N[C@@H]1CCC=2N(C3=CC=CC=C3C2C1)CCC(=O)[O-] 3-[(3R)-3-[(4-fluorophenyl)sulfonylamino]-1,2,3,4-tetrahydrocarbazol-9-yl]propanoate